CC(C(=O)N1C[C@@H](N(C[C@H]1C)C(C(=O)NC=1C2=C(C=NC1)C=NN2C2OCCCC2)=O)C2=CC=CC=C2)(C)C 2-[(2S,5R)-4-(2,2-dimethylpropanoyl)-5-methyl-2-phenyl-piperazin-1-yl]-2-oxo-N-(1-tetrahydropyran-2-ylpyrazolo[4,3-c]pyridin-7-yl)acetamide